2-[4-[[4-[1-(2,6-dioxo-3-piperidyl)-3-methyl-2-oxo-benzimidazol-5-yl]-1-piperidyl]methyl]cyclohexyl]-7-isopropoxy-N-pyrazolo[1,5-a]pyrimidin-3-yl-imidazo[1,2-a]pyridine-6-carboxamide O=C1NC(CCC1N1C(N(C2=C1C=CC(=C2)C2CCN(CC2)CC2CCC(CC2)C=2N=C1N(C=C(C(=C1)OC(C)C)C(=O)NC=1C=NN3C1N=CC=C3)C2)C)=O)=O